N1(CCOCC1)CCCCN1N=CC=C(C1=O)N1CCCCC1 2-(4-morpholinylbutyl)-4-(piperidin-1-yl)pyridazin-3(2H)-one